NC1=NC(=C(C=C1C=1C=C2CCNC(C2=CC1)=O)C1=CC=C(C=C1)N1CCN(CC1)CC)F 6-(2-amino-5-(4-(4-ethylpiperazin-1-yl)phenyl)-6-fluoropyridin-3-yl)-3,4-dihydroisoquinolin-1(2H)-one